C[Si](C)(C)C#CC1=CC=C(C(C2=CC=C(C=C2)OC)(C2=CC=C(C=C2)OC)O)C=C1 4-trimethylsilylethynyl-4',4''-dimethoxyltrityl alcohol